2,2-dimethoxy-1,6-diaza-2-silaoctane CO[Si](N)(CCCNCC)OC